(3-acetyl-5-(pyridazin-3-ylamino)-1H-indol-1-yl)-N-(2-((3-chloro-2-fluorobenzyl)amino)-2-oxoethyl)-N-isopropylacetamide C(C)(=O)C1=CN(C2=CC=C(C=C12)NC=1N=NC=CC1)CC(=O)N(C(C)C)CC(=O)NCC1=C(C(=CC=C1)Cl)F